3,5-dichlorophenyl-hydantoin ClC=1C=C(C=C(C1)Cl)N1C(=O)NC(=O)C1